N-methylindole-2,3-dione CN1C(C(C2=CC=CC=C12)=O)=O